(1R,5S)-6-(4-ethoxyphenyl)-9,9-dimethyl-3-(pent-4-yn-1-yl)-3,6-diazabicyclo[3.2.2]nonane C(C)OC1=CC=C(C=C1)N1[C@@H]2CN(C[C@H](C1)CC2(C)C)CCCC#C